8-(((2-hydroxyethyl)amino)methyl)-4-oxo-4H-pyrido[1,2-a]pyrimidin OCCNCC1=CC=2N(C(C=CN2)=O)C=C1